NC1=NC=2C=C(C=CC2C2=C1N=C(N2CC(C)(C)O)COCC)CC2=CC=C(C(=O)NCCN)C=C2 4-((4-amino-2-(ethoxymethyl)-1-(2-hydroxy-2-methylpropyl)-1H-imidazo[4,5-c]quinolin-7-yl)methyl)-N-(2-aminoethyl)benzamide